(1,3-dimethyl-azetidin-3-yl)-(5-isopropenyl-pyridin-3-yl)-(4-isopropyl-phenyl)-methanol CN1CC(C1)(C)C(O)(C1=CC=C(C=C1)C(C)C)C=1C=NC=C(C1)C(=C)C